1-[(4-methylmorpholin-2-yl)methoxy]-7-(prop-2-yloxy)isoquinoline-6-carboxamide CN1CC(OCC1)COC1=NC=CC2=CC(=C(C=C12)OC(C)C)C(=O)N